C[Si](OCC=C)(OCC=C)C dimethyl-bis(allyloxy)silane